N=1SN=C2C1C=CC=C2 2,1,3-benzothiadiazole